2-(1-(3-chlorophenyl)cyclopropyl)-6-(2-(3'-(trifluoromethyl)-[1,1'-biphenyl]-3-yl)acetyl)-5,6,7,8-tetrahydropyrido[4,3-d]pyrimidin-4(3H)-one ClC=1C=C(C=CC1)C1(CC1)C=1NC(C2=C(N1)CCN(C2)C(CC=2C=C(C=CC2)C2=CC(=CC=C2)C(F)(F)F)=O)=O